9-{2-[2-(1,3-benzoxazol-2-yl)-4-cyano-2'-(3-cyano-9H-carbazol-9-yl)-5,6-bis[2-(3-cyano-9H-carbazol-9-yl)phenyl]-[1,1'-biphenyl]-3-yl]phenyl}-9H-carbazole-3-carbonitrile O1C(=NC2=C1C=CC=C2)C2=C(C(=C(C(=C2C2=C(C=CC=C2)N2C1=CC=CC=C1C=1C=C(C=CC21)C#N)C#N)C2=C(C=CC=C2)N2C1=CC=CC=C1C=1C=C(C=CC21)C#N)C2=C(C=CC=C2)N2C1=CC=CC=C1C=1C=C(C=CC21)C#N)C2=C(C=CC=C2)N2C1=CC=CC=C1C=1C=C(C=CC21)C#N